C12COCC(CNC1)C2 3-oxa-7-azabicyclo[3.3.1]nonan